(1-methyl-2-piperidyl)methyl methanesulfonate CS(=O)(=O)OCC1N(CCCC1)C